ClC1=C(C=CC=C1)C1=CC(OC2=CC(=CC=C12)OC(C(=O)N1CC(CCC1)C(=O)NC)C)=O 1-[2-[4-(2-chlorophenyl)-2-oxo-chromen-7-yl]oxypropionyl]-N-methyl-piperidine-3-carboxamide